(p-methylphenyl)phthalazine CC1=CC=C(C=C1)C1=NN=CC2=CC=CC=C12